FC(CC[Si](OC)(OC)OC)(F)F 3,3,3-Trifluoropropyltrimethoxysilane